3-hydroxy-3-methylbutyl-CoA OC(CCSCCNC(CCNC([C@@H](C(COP(OP(OC[C@@H]1[C@H]([C@H]([C@@H](O1)N1C=NC=2C(N)=NC=NC12)O)OP(=O)(O)O)(=O)O)(=O)O)(C)C)O)=O)=O)(C)C